ClC1=CC(=CC=2N1N=CN2)C(=O)OCC ethyl 5-chloro-[1,2,4]triazolo[1,5-a]pyridine-7-carboxylate